C(#N)C=1C=C(C=CC1)C=1N=C(SC1C1=CC(=NC(=C1)C)C)NC(=O)N1C[C@H](NCC1)C(F)(F)F (3S)-N-[4-(3-cyanophenyl)-5-(2,6-dimethyl-4-pyridyl)thiazol-2-yl]-3-(trifluoromethyl)piperazine-1-carboxamide